C1(=C2C(=CC=C1)O2)CC (R) or (S)-epoxyphenylethane